Tert-butyl (1R,5S)-3-(7-bromo-6-chloro-8-fluoro-2-((3-(hydroxymethyl) tetrahydro-1H-pyrrolizin-7a(5H)-yl) methoxy) quinazolin-4-yl)-3,8-diazabicyclo[3.2.1]octane-8-carboxylate BrC1=C(C=C2C(=NC(=NC2=C1F)OCC12CCCN2C(CC1)CO)N1C[C@H]2CC[C@@H](C1)N2C(=O)OC(C)(C)C)Cl